tert-butyl 4-[1-[5-(1,5-dimethyl-6-oxo-3-pyridyl)-6-isopropyl-2-pyridyl]-4-piperidyl]piperazine-1-carboxylate CN1C=C(C=C(C1=O)C)C=1C=CC(=NC1C(C)C)N1CCC(CC1)N1CCN(CC1)C(=O)OC(C)(C)C